BrC1=CSC=2C1=NC(=CC2NCC=2SC=CN2)Cl 3-bromo-5-chloro-7-{[(1,3-thiazol-2-yl)methyl]amino}thieno[3,2-b]pyridin